CO[C@H]1[C@@H]([C@H]([C@@H]([C@H](O1)CO)O)O)O The molecule is a beta-D-glucopyranoside having a methyl substituent at the anomeric position. It is a beta-D-glucoside and a methyl D-glucoside.